cis-2,2'-((4-((2-(3-((2-methoxy-4-(methylsulfonyl)phenyl)amino)prop-1-yn-1-yl)-3-(2,2,2-trifluoroethyl)benzo[b]thiophen-7-yl)amino)cyclohexyl)azanediyl)bis(ethan-1-ol) COC1=C(C=CC(=C1)S(=O)(=O)C)NCC#CC1=C(C2=C(S1)C(=CC=C2)N[C@H]2CC[C@H](CC2)N(CCO)CCO)CC(F)(F)F